CC1=CC=C2C=C(NC2=C1C)C(=O)N1[C@@H]([C@H]2C([C@H]2C1)(C)C)C(=O)N[C@H](CO)C[C@H]1C(NCC1)=O (1R,2S,5S)-3-(6,7-dimethyl-1H-indole-2-carbonyl)-N-((S)-1-hydroxy-3-((S)-2-oxopyrrolidin-3-yl)propan-2-yl)-6,6-dimethyl-3-azabicyclo[3.1.0]hexane-2-carboxamide